CCC[Si](OCC)(OCC)OCC gamma-propyltriethoxysilane